C(C1=CC=CC=C1)N1C(C2=NCCNC(C2=C1)C(C)C)(C)C 7-benzyl-5-isopropyl-8,8-dimethyl-2,3,4,5,7,8-hexahydropyrrolo[3,4-e][1,4]diazepin